C[C@H]1CC[C@@H](N(C1)C(=O)OC(C)(C)C)C1=CC(=CC=C1)N1CCN(CC1)C (2R,5S)-tert-butyl 5-methyl-2-(3-(4-methylpiperazin-1-yl)phenyl)piperidine-1-carboxylate